2-((2R,5R)-2-(hydroxy-methyl)-5-methyl-piperazin-1-yl)-1-(4-(6-methoxy-1-methyl-1H-indole-2-carbonyl)piperazin-1-yl)ethan-1-one OC[C@@H]1N(C[C@H](NC1)C)CC(=O)N1CCN(CC1)C(=O)C=1N(C2=CC(=CC=C2C1)OC)C